(R)-(-)-1-[(S)-2-(dicyclohexylphosphino)ferrocenyl]ethylditertbutylphosphine C1(CCCCC1)P(C=1[C-](C=CC1)[C@@H](C)P(C(C)(C)C)C(C)(C)C)C1CCCCC1.[CH-]1C=CC=C1.[Fe+2]